[Si](C)(C)(C(C)(C)C)[C@@]1([C@H]([C@H](OCC=C)O[C@H]([C@@H]1OC(CCC(=O)C)=O)C)O)O allyl 3-tert-butyldimethylsilyl-4-O-levulinoyl-α-L-rhamnopyranoside